4-amino-7-chloro-1,2,5-benzoxadiazole NC1=NC=C(C2=C1C=NO2)Cl